NC1=C2N(C(N(C2=NC=N1)C1CCN(CC1)C1CCN(CC1)C1CN(C1)C=1C=C2C(N(C(C2=CC1)=O)C1C(NC(CC1)=O)=O)=O)=O)C=1C=NC(=CC1)OC1=CC=C(C=C1)F 5-[3-(4-{6-amino-7-[6-(4-fluorophenoxy)pyridin-3-yl]-8-oxopurin-9-yl}-[1,4'-bipiperidin]-1'-yl)azetidin-1-yl]-2-(2,6-dioxopiperidin-3-yl)isoindole-1,3-dione